C12C(CC(C=C1)C2)N2C(C1=CC=CC=C1C2=O)=O 2-(bicyclo[2.2.1]hept-5-en-2-yl)isoindoline-1,3-dione